N-benzyl-3-(4-fluoro-3-nitrophenyl)-5-methylcyclohex-2-en-1-amine C(C1=CC=CC=C1)NC1C=C(CC(C1)C)C1=CC(=C(C=C1)F)[N+](=O)[O-]